di-tert-butyl (((S)-6-((S)-2-((1r,4S)-4-(aminomethyl)cyclohexane-1-carboxamido)-3-(2-iodophenyl)propanamido)-1-(tert-butoxy)-1-oxohexan-2-yl)carbamoyl)-L-glutamate NCC1CCC(CC1)C(=O)N[C@H](C(=O)NCCCC[C@@H](C(=O)OC(C)(C)C)NC(=O)N[C@@H](CCC(=O)OC(C)(C)C)C(=O)OC(C)(C)C)CC1=C(C=CC=C1)I